(1R,5S)-1-(4-bromophenyl)-3-(oxetan-3-yl)-3-azabicyclo[3.1.0]hexane BrC1=CC=C(C=C1)[C@@]12CN(C[C@H]2C1)C1COC1